F[P-](F)(F)(F)(F)F.C[NH2+]C N-methyl-methylammonium hexafluorophosphate